tert-Butyl {2-[(methylsulfonyl)amino]ethyl}carbamate CS(=O)(=O)NCCNC(OC(C)(C)C)=O